NC1=C(C2=C(S1)C=CC(=C2C=2C1=C(C=3C=NC(=NC3C2Cl)N2C[C@H](CC2)N(C)C)COC1)F)C#N 2-Amino-4-(5-chloro-3-((S)-3-(dimethylamino)pyrrolidin-1-yl)-7,9-dihydrofuro[3,4-f]quinazolin-6-yl)-5-fluorobenzo[b]thiophene-3-carbonitrile